C1(CC1)[S@](=O)(=N)CC1CCN(CC1)C1=C(C=NC2=C(C=CC=C12)OC)C#N (S)-4-(4-{[cyclopropyl(imino)oxo-λ6-sulfanyl]methyl}piperidin-1-yl)-8-methoxyquinoline-3-carbonitrile